FC=1C(=C(C(=C2C(=C(C(=C(C12)F)OB([O-])[O-])F)F)F)F)F (heptafluoronaphth-2-yl)borate